C(CCCCCCCCCCC)C(CCCCCN)NCCCCCCCCCCCC 1,N1-Didodecylhexane-1,6-diamine